OCC[C@@]12CO[C@@H](CN1C(=O)OC(C)(C)C)C2 tert-butyl (1R,4R)-4-(2-hydroxyethyl)-2-oxa-5-azabicyclo[2.2.1]heptane-5-carboxylate